(S)-tert-butyl 3-formylmorpholine-4-carboxylate C(=O)[C@H]1N(CCOC1)C(=O)OC(C)(C)C